1-(2,4-Dihydroxy-3-iodo-phenyl)-ethanone OC1=C(C=CC(=C1I)O)C(C)=O